OCC1(O)[C@H](O)[C@H](O)[C@H](O)CO1 Psicopyranose